CN1C(CC(CC1(C)C)C(C(C(C(C(=O)[O-])C1CC(N(C(C1)(C)C)C)(C)C)(C(=O)[O-])CCCCCCCCCCCCC)(C(=O)[O-])CCCCCCCCCCCCC)C(=O)[O-])(C)C bis(1,2,2,6,6-pentamethyl-4-piperidyl)bis(tridecyl)-1,2,3,4-butanetetracarboxylate